CN1C(C(CCC1(C)C)C(C1=C(C(=CC(=C1)C(C)(C)C)C(C)(C)C)O)(C(C(=O)[O-])(C(=O)[O-])CCCC)C1C(N(C(CC1)(C)C)C)(C)C)(C)C bis(1,2,2,6,6-pentamethylpiperidyl)-2-n-butyl-2-(2-hydroxy-3,5-di-tert-butylbenzyl)malonate